cis-8-dimethylamino-3-(5-methylsulfonyl-pyridin-2-yl)-8-phenyl-1,3-diazaspiro[4.5]decan-2-one CN(C1(CCC2(CN(C(N2)=O)C2=NC=C(C=C2)S(=O)(=O)C)CC1)C1=CC=CC=C1)C